C(C)(C)(C)C1=C(OCC(=O)NC2=CC=C(C=C2)NC(OC(C)(C)C)=O)C=CC=C1 tert-butyl (4-(2-(2-(tert-butyl)phenoxy)acetamido)phenyl)carbamate